5-(2-fluoro-6-methoxyphenyl)-3-(2-(piperazin-1-yl)pyrimidin-5-yl)-1H-pyrazolo[4,3-c]pyridazin-6(5H)-one FC1=C(C(=CC=C1)OC)N1N=C2C(=CC1=O)NN=C2C=2C=NC(=NC2)N2CCNCC2